COC1=CC=C(C=C1)C 1-methoxy-4-methyl-benzene